C(CCCCCCCC)C1=C(C=CC=C1)N(C([S-])=S)C1=C(C=CC=C1)CCCCCCCCC.[Mo+2]=O.C(CCCCCCCC)C1=C(C=CC=C1)N(C([S-])=S)C1=C(C=CC=C1)CCCCCCCCC molybdenum oxide di(nonylphenyl)dithiocarbamate